2-chloro-4-((3-methyl Methyl benzofuran-7-yl)oxy)benzoate ClC1=C(C(=O)[O-])C=CC(=C1)OC1=CC=CC=2C(=C(OC21)C)C